6-[3-[3-(Methylamino)propionyl]-3,8-diazabicyclo[3.2.1]oct-8-yl]pyridine-3-carbonitrile CNCCC(=O)N1CC2CCC(C1)N2C2=CC=C(C=N2)C#N